C=CCCCCCCCCCCCCCCCCCCCCCCCCC 1-heptacosene